C(#N)[C@H](CC1=CC=C(C=C1)C1=CCC2C(N(C(O2)=O)C)=C1)NC(=O)C1OCC(CNC1)C N-((1S)-1-cyano-2-(4-(3-methyl-2-oxo-2,3,7,7a-tetrahydrobenzo[d]oxazol-5-yl)phenyl)ethyl)-6-methyl-1,4-oxazepane-2-carboxamide